C(C)(C)(C)OC(C1=C(C(=CC=C1COC)\C=C/Br)OC(=O)OC(C)(C)C)=O (Z)-3-(2-bromovinyl)-2-((tert-butoxycarbonyl)oxy)-6-(methoxymethyl)benzoic acid tert-butyl ester